methyl 4-cyano-2-{[(3R,6R)-1-{[3-fluoro-2-(pyrimidin-2-yl)phenyl]carbonyl}-6-methylpiperidin-3-yl]oxy}pyridine-3-carboxylate C(#N)C1=C(C(=NC=C1)O[C@H]1CN([C@@H](CC1)C)C(=O)C1=C(C(=CC=C1)F)C1=NC=CC=N1)C(=O)OC